NC1=CC=C(C=2C(C3=CC=CC=C3C(C12)=O)=O)NCCC[N+]1(CCOCC1)C 4-(3-(4-amino-9,10-dioxo-9,10-dihydroanthracen-1-ylamino)propyl)4-methylmorpholin-4-ium